tert-butyl (R)-2-(2-((tert-butoxycarbonyl)oxy)-5-(3-(3,4-dimethoxyphenyl)-1-hydroxypropyl)phenoxy)acetate C(C)(C)(C)OC(=O)OC1=C(OCC(=O)OC(C)(C)C)C=C(C=C1)[C@@H](CCC1=CC(=C(C=C1)OC)OC)O